N-(4-((5,5-dimethyl-2,4-dioxo-3-(4-((trifluoromethyl)thio)phenyl)imidazolidin-1-yl)methyl)pyridin-2-yl)-2-(dimethylamino)acetamide CC1(C(N(C(N1CC1=CC(=NC=C1)NC(CN(C)C)=O)=O)C1=CC=C(C=C1)SC(F)(F)F)=O)C